ClCC1=CC=C(C=C1)C(=O)N1CC(C1)(F)F (4-(chloromethyl)phenyl)(3,3-difluoroazetidin-1-yl)methanone